tert-butyl 6-(2-cyano-3-fluoro-5-isobutyl-phenyl)-3-azabicyclo[4.1.0]heptane-3-carboxylate C(#N)C1=C(C=C(C=C1F)CC(C)C)C12CCN(CC2C1)C(=O)OC(C)(C)C